FC(C(C(C(F)(F)F)(F)F)(F)F)(F)SSC1=CC=CC=C1 phenyl (perfluoro-n-butyl) disulfide